4-[2-[(1-ethynyl-3-hydroxy-cyclobutyl)amino]-2-oxo-acetyl]-N-[4-fluoro-3-(trifluoromethyl)phenyl]-1,3,5-trimethyl-pyrrole-2-carboxamide C(#C)C1(CC(C1)O)NC(C(=O)C=1C(=C(N(C1C)C)C(=O)NC1=CC(=C(C=C1)F)C(F)(F)F)C)=O